N-(1-(2-bromophenyl)-3-methyl-1H-pyrazolo[3,4-b]pyridin-5-yl)acrylamide BrC1=C(C=CC=C1)N1N=C(C=2C1=NC=C(C2)NC(C=C)=O)C